4-(2-Methoxyphenyl)-6-methyl-N-(thiazolo[5,4-c]pyridin-2-yl)nicotinamide COC1=C(C=CC=C1)C1=CC(=NC=C1C(=O)NC=1SC=2C=NC=CC2N1)C